C(C=C)C1=C(C=C(C=C1)[N+](=O)[O-])C(F)(F)F 1-allyl-4-nitro-2-(trifluoromethyl)benzene